2-(4-fluorophenoxy)-1-(2-(3-(2-methoxyethyl)-3,8-diazabicyclo[3.2.1]octan-8-yl)-7,8-dihydro-1,6-naphthyridin-6(5H)-yl)ethan-1-one FC1=CC=C(OCC(=O)N2CC=3C=CC(=NC3CC2)N2C3CN(CC2CC3)CCOC)C=C1